2-[2-[4-fluoro-2-(2-methyl-6-morpholin-4-ylpyridin-4-yl)oxyphenyl]pyrimidin-5-yl]ethanamine FC1=CC(=C(C=C1)C1=NC=C(C=N1)CCN)OC1=CC(=NC(=C1)N1CCOCC1)C